2-(3-(6-bromopyrazin-2-yl)imidazo[1,2-a]pyridin-6-yl)-1,1,1-trifluoropropan-2-ol BrC1=CN=CC(=N1)C1=CN=C2N1C=C(C=C2)C(C(F)(F)F)(C)O